FC=1C(=C(O/C(/C(=O)O)=C/C(=O)O)C=CC1)OC 2-(3-fluoro-2-methoxyphenoxy)Maleic acid